CC1(CCN(CC1)CC=1C=CC=2N(C1)C=C(N2)CNC(=O)C=2OC1=CC=CC(=C1C(C2)=O)F)C N-[[6-[(4,4-dimethyl-1-piperidyl)methyl]imidazo[1,2-a]pyridin-2-yl]methyl]-5-fluoro-4-oxo-chromene-2-carboxamide